NC1=NC=2C=CC(=CC2C2=C1C=NN2C)C(=O)N([C@@H]2COC1=C2C=CC(=C1)C1=CC(=NO1)C)C 4-amino-N,1-dimethyl-N-((3S)-6-(3-methyl-1,2-oxazol-5-yl)-2,3-dihydro-1-benzofuran-3-yl)-1H-pyrazolo[4,3-c]quinoline-8-carboxamide